O=C1NC(CCC1N1C(C2=CC=CC(=C2C1)SCC1=CC=C(CN2CCC(CC2)C2CCNC=3N2N=C(C3C(=O)N)C3=CC=C(C=C3)OC3=CC=CC=C3)C=C1)=O)=O 7-(1-(4-(((2-(2,6-dioxopiperidin-3-yl)-1-oxoisoindoline-4-yl)thio)methyl)benzyl)piperidin-4-yl)-2-(4-phenoxyphenyl)-4,5,6,7-tetrahydropyrazolo[1,5-a]pyrimidine-3-carboxamide